ClC1=C(OC=2C=CC(=C(C(=O)OC(C(=O)OCC)C)C2)[N+](=O)[O-])C=CC(=C1)C(F)(F)F (1-ethoxy-1-oxopropane-2-yl) 5-[2-chloro-4-(trifluoromethyl)phenoxy]-2-nitrobenzoate